2-(difluoromethoxy)-4-(4-ethylpiperazin-1-yl)aniline FC(OC1=C(N)C=CC(=C1)N1CCN(CC1)CC)F